BrC=1C=C2C(=NN(C2=CC1)[C@H]1CNCC1)COC1=C(C(=CC=C1)C)CC(=O)OCC (R)-ethyl 2-(2-((5-bromo-1-(pyrrolidin-3-yl)-1H-indazol-3-yl)methoxy)-6-methylphenyl)acetate